C(C)(C)(C)[Si](OCC([2H])=O)(C)C tert-butyldimethyl[2-oxo(2-2H)ethoxy]silane